2-fluoro-6-benzylamino-9-(tetrahydro-2H-pyran-2-yl)9H-purine FC1=NC(=C2N=CN(C2=N1)C1OCCCC1)NCC1=CC=CC=C1